NC=1C(NC2=C(C(=CN=C2C1C1=C2C=NNC2=C(C=C1)Cl)C)C)=O 3-Amino-4-(7-chloro-1H-indazol-4-yl)-7,8-dimethyl-1H-1,5-naphthyridin-2-one